[Np].[U].[Pu] plutonium uranium neptunium